1-amino-2-(isobutylamino)-4-((4-methoxyphenyl)amino)anthracene-9,10-dione NC1=C(C=C(C=2C(C3=CC=CC=C3C(C12)=O)=O)NC1=CC=C(C=C1)OC)NCC(C)C